CN1N=C(C(=C1C(=O)N)Cl)CC 1-methyl-3-ethyl-4-chloro-5-pyrazolecarboxamide